C(C)(C)[N]C(C)C Diisopropyl-nitrogen